FC1=C(C(=CC=C1)F)NC=1N(C2=NC(=NC=C2N1)N[C@H]1[C@H](COCC1)F)C1CCC(CC1)C(=O)N (1s,4s)-4-(8-(2,6-difluorophenylamino)-2-((3R,4R)-3-fluorotetrahydro-2H-pyran-4-ylamino)-9H-purin-9-yl)cyclohexanecarboxamide